(l)-2,5-dichloro-4-(1,1,2,3,3,3-hexafluoropropoxy)aniline ClC1=C(N)C=C(C(=C1)OC(C(C(F)(F)F)F)(F)F)Cl